ClC=1C(=NC(=NC1)NC=1C=C(C(=O)NC2CNCCC2)C=CC1)NCC1=C(C=CC=C1)F 3-({5-chloro-4-[(2-fluorobenzyl)amino]pyrimidin-2-yl}amino)-N-(piperidin-3-yl)benzamide